C(=O)O.C(C1=CC=CC=C1)NCC(=O)C1=CC(=C(C=C1)O)O 2-benzylamino-3',4'-dihydroxyacetophenone formate